CC1(C(NC2=C(O1)C(=NC=N2)N2CCC1(CCNC1)CC2)=O)C 8-(6,6-dimethyl-7-oxo-7,8-dihydro-6H-pyrimido[5,4-b][1,4]oxazin-4-yl)-2,8-diazaspiro[4.5]decane